CN1C(N(CC1)NCC1=NC=C(C=C1)C(F)(F)F)=O 1-methyl-3-(((5-(trifluoromethyl)pyridin-2-yl)methyl)amino)imidazolidin-2-one